(S)-3-(3-chloro-4-fluorophenyl)-1-(1-(6,7-difluoro-2-methyl-1-oxo-1,2-dihydroisoquinolin-4-yl)ethyl)-1-(3-hydroxypropyl)urea ClC=1C=C(C=CC1F)NC(N(CCCO)[C@@H](C)C1=CN(C(C2=CC(=C(C=C12)F)F)=O)C)=O